4-(4-methyl-2-oxo-1,4-dihydro-2H-pyrimido[4,5-d][1,3]oxazin-5-yl)piperazine-1-carboxylic acid tert-butyl ester C(C)(C)(C)OC(=O)N1CCN(CC1)C1=NC=NC=2NC(OC(C21)C)=O